(1R,2S)-2-(3-(trifluoromethyl)phenyl)cyclopropane-1-carboxylic acid FC(C=1C=C(C=CC1)[C@@H]1[C@@H](C1)C(=O)O)(F)F